CN(C1CCN(CC1)C=1C=NC=2C=CC(=C(C2N1)C#N)NC1=CC(=C(C=C1)OCC1=CC(=C(C=C1)OC)F)OC)C 3-(4-(dimethylamino)piperidin-1-yl)-6-((4-((3-fluoro-4-methoxybenzyl)oxy)-3-methoxyphenyl)amino)quinoxaline-5-carbonitrile